OC1=CC2=C(CS(C2)=O)C=C1 1,3-dihydro-5-hydroxy-2-oxobenzo[c]thiophene